ClC1=C(C=CC=C1)CC(=O)NC1=CC(=C2CCN(CC2=C1)CC1CC1)S(N)(=O)=O 2-(2-chlorophenyl)-N-(2-(cyclopropylmethyl)-5-sulfamoyl-1,2,3,4-tetrahydroisoquinolin-7-yl)acetamide